NCCOCCOCCOCC(=O)OC(C)(C)C tert-butyl 2-[2-[2-(2-aminoethoxy)ethoxy]ethoxy]acetate